7-(3,3-difluoro-4,4-dimethylpyrrolidin-1-yl)-5-(2,4-dimethoxypyrimidin-5-yl)-3-fluoropyrazolo[1,5-a]pyrimidine FC1(CN(CC1(C)C)C1=CC(=NC=2N1N=CC2F)C=2C(=NC(=NC2)OC)OC)F